tert-butyl 6-(pyridin-4-ylmethyl)-5-oxo-1,4,5,6-tetrahydropyrido[3,4-c][1,8]naphthyridine-3(2H)-carboxylate N1=CC=C(C=C1)CN1C(C2=C(C=3C=CC=NC13)CCN(C2)C(=O)OC(C)(C)C)=O